5-(4-((3-(3-chlorophenyl)-2-oxotetrahydropyrimidin-1(2H)-yl)methyl)piperidin-1-yl)-2-(2,6-dioxopiperidin-3-yl)isoindoline-1,3-dione ClC=1C=C(C=CC1)N1C(N(CCC1)CC1CCN(CC1)C=1C=C2C(N(C(C2=CC1)=O)C1C(NC(CC1)=O)=O)=O)=O